dimethyl-2,6-pyridinedicarboxylic acid CC=1C=C(C(=NC1C(=O)O)C(=O)O)C